N-(2-{9-amino-2-oxa-7-azaspiro[4.4]nonan-7-yl}-4-fluoro-5,6,7,8-tetrahydroquinolin-6-yl)-5-chloro-7-ethyl-7H-pyrrolo[2,3-c]pyridazine-3-carboxamide NC1CN(CC12CCOC2)C2=NC=1CCC(CC1C(=C2)F)NC(=O)C2=CC1=C(N=N2)N(C=C1Cl)CC